1-(2-(Dimethylamino)ethyl)-N-((1,2,3,5,6,7-hexahydro-s-indacen-4-yl)carbamoyl)-1H-1,2,4-triazole-3-sulfonamide CN(CCN1N=C(N=C1)S(=O)(=O)NC(NC1=C2CCCC2=CC=2CCCC12)=O)C